ClC1=CC=C(C(=N1)NC(=O)[C@H]1N([C@@H]2C[C@@H]2C1)C(=O)OC(C)(C)C)C (1R,3S,5R)-tert-butyl 3-((6-chloro-3-methylpyridin-2-yl)carbamoyl)-2-azabicyclo[3.1.0]hexane-2-carboxylate